C(C)(C)(C)C=1C=C(C=C(C1)C(C)(C)C)C1(CC=C(C=C1)NC1=CC(=CC(=C1)C(C)(C)C)C(C)(C)C)N 1,N4-bis(3,5-di-t-butylphenyl)benzene-1,4-diamine